N1=C(C=CC=C1)C=1C=C(C(=O)OC)C=CC1NC1=CC=C(C=C1)C(F)(F)F methyl 3-(pyridin-2-yl)-4-((4-(trifluoromethyl)phenyl)amino)benzoate